[N+](=O)([O-])CCC1=CNC2=CC(=CC=C12)C#N 3-(2-nitroethyl)-1H-indole-6-carbonitrile